tert-butyl (3-((4-((3-chloro-5-cyano-4-cyclopropoxyphenyl)(2,2,2-trifluoroethyl)amino)phenoxy)methyl)bicyclo[1.1.1]pentan-1-yl)carbamate ClC=1C=C(C=C(C1OC1CC1)C#N)N(C1=CC=C(OCC23CC(C2)(C3)NC(OC(C)(C)C)=O)C=C1)CC(F)(F)F